S(=O)(=O)(ONC(=O)C1=C(C=C2C=C(N(C2=C1)C1CCC1)C1=CC=C(C=C1)NC(=O)OC(C)(C)C)F)OC 2-(4-((tert-Butyloxycarbonyl)amino)phenyl)-1-cyclobutyl-5-fluoro-1H-indole-6-carbamidyl methyl sulfate